BrC=1C=CN2N=C(N=CC21)N[C@H]2CC[C@H](CC2)CO (cis-4-((5-bromopyrrolo[2,1-f][1,2,4]triazin-2-yl)amino)cyclohexyl)methanol